C1(CC1)C1=NN=C(C2=CC=C(C=C12)C=1C=C(C=CC1)B(O)O)NCC1=C(C=C(C=C1)OC)OC [3-[4-cyclopropyl-1-[(2,4-dimethoxyphenyl)methylamino]phthalazin-6-yl]phenyl]boronic Acid